C(CCC)OOC1(C(C(=O)OOC(C2C(C=CC(=C2)C)(OOCCCC)C)=O)C=C(C=C1)C)C 2-butylperoxy-2,5-di-methyl-benzoyl peroxide